C([O-])([O-])=O.[Pb+2].[Pb+2].C([O-])([O-])=O lead-lead carbonate